nitromethoxypyrazole [N+](=O)([O-])COC1=NNC=C1